N1CCC(CC1)C1CCN(CC1)C=1C=CC(=NC1)NC1C(NC(CC1)=O)=O 3-[[5-[4-(4-piperidinyl)-1-piperidinyl]-2-pyridinyl]amino]piperidine-2,6-dione